N-(4-[2-[(2-methoxyethoxy)methyl]phenyl]-1,3-thiazol-2-yl)-4-(morpholin-4-yl)benzamide COCCOCC1=C(C=CC=C1)C=1N=C(SC1)NC(C1=CC=C(C=C1)N1CCOCC1)=O